(R,Z)-4-(4-((6-(2-fluoro-3-(1-methylpyrrolidin-2-yl)acrylamido)-7-methoxy-quinazolin-4-yl)amino)-5-methoxy-2-methylphenoxy)-N,N-dimethyl-benzamide F\C(\C(=O)NC=1C=C2C(=NC=NC2=CC1OC)NC1=CC(=C(OC2=CC=C(C(=O)N(C)C)C=C2)C=C1OC)C)=C/[C@@H]1N(CCC1)C